C(C)(C)(C)OC(=O)N1[C@@H]2C[C@@H]([C@H](C1)C2)O (1s,4s,5s)-5-hydroxy-2-azabicyclo[2.2.1]heptane-2-carboxylic acid tert-butyl ester